O1C(=NN=C1)C1=NN(C=C1N)COCC[Si](C)(C)C 3-(1,3,4-oxadiazol-2-yl)-1-((2-(trimethylsilyl)ethoxy)methyl)-1H-pyrazol-4-amine